6-(5-((4-methylpiperazin-1-yl)methyl)-1H-pyrrolo[2,3-b]pyridin-3-yl)-4-((1-methylpiperidin-4-yl)oxy)quinazoline CN1CCN(CC1)CC=1C=C2C(=NC1)NC=C2C=2C=C1C(=NC=NC1=CC2)OC2CCN(CC2)C